N-(6-(6-(2-methoxyethoxy)pyridin-3-yl)-1-(4-methoxyphenyl)-1H-pyrazolo[3,4-d]pyrimidin-4-yl)-5-nitrothiophene-2-carboxamide-d6 COCCOC1=CC=C(C=N1)C1=NC(=C2C(=N1)N(N=C2)C2=CC=C(C=C2)OC)N(C(=O)C=2S(C(=C(C2[2H])[2H])[N+](=O)[O-])([2H])([2H])[2H])[2H]